C(C=C)(=O)NC(CS(=O)(=O)O)(C)C L-2-acrylamido-2-methyl-1-propanesulfonic acid